tert-butyl (1-(5-((7R,14R)-1-chloro-6-(methyl-d3)-5-oxo-5,6,7,14-tetrahydro-7,14-methanobenzo[f]benzo[4,5]imidazo[1,2-a][1,4]diazocin-11-yl)pyrimidin-2-yl)cyclopropyl)carbamate ClC1=CC=CC=2C(N([C@H]3C=4N([C@@H](C21)C3)C3=C(N4)C=CC(=C3)C=3C=NC(=NC3)C3(CC3)NC(OC(C)(C)C)=O)C([2H])([2H])[2H])=O